CC(C)(C#CCCCC)C.[Co] cobalt (2,2-dimethyl-3-octyne)